C(#N)C=1C=NN(C1C1=CC=C(C(=N1)OC1CN(C1)C(=O)N1N=CC[C@H]1C=1C=NC=C(C#N)C1)F)C (S)-5-(1-(3-((6-(4-cyano-1-methyl-1H-pyrazol-5-yl)-3-fluoropyridin-2-yl)oxy)azetidine-1-carbonyl)-4,5-dihydro-1H-pyrazol-5-yl)nicotinonitrile